S1C=C(C2=C1C=CC=C2)C=2C=C(C(=O)O)C=C(C2)NC(C2=CC=C(C=C2)C)=O 3-(Benzothiophen-3-yl)-5-(4-methylbenzamido)benzoic acid